5,9,13-trimethyl-4,8,12-tetradecatrienal CC(=CCCC=O)CCC=C(CCC=C(C)C)C